N2-(oxetan-3-ylmethyl)-6-phenyl-N4-(pyridin-4-yl)-1,3,5-triazine-2,4-diamine O1CC(C1)CNC1=NC(=NC(=N1)NC1=CC=NC=C1)C1=CC=CC=C1